(2S,3S,4S,5S,6S)-2,3,4,5,6,7-hexahydroxyheptanal O[C@H](C=O)[C@H]([C@H]([C@H]([C@H](CO)O)O)O)O